COC1OC(C2=CC(=CC=C12)NC1=NC=C(C(=N1)N[C@H](CO)C1=CC=CC=C1)C1=NC(=NO1)N1CCOCC1)(C)C (2S)-2-((2-((1-methoxy-3,3-dimethyl-1,3-dihydroisobenzofuran-5-yl)amino)-5-(3-morpholino-1,2,4-oxadiazol-5-yl)pyrimidin-4-yl)amino)-2-phenylethan-1-ol